Cl.Cl.COC([C@H](CC1=CC=C(C=C1)C1=C(C(=NC=C1)C)C)N)=O (S)-2-amino-3-[4-(2,3-dimethylpyridin-4-yl)phenyl]propionic acid methyl ester dihydrochloride